(S)-2-(4-(4-chlorophenyl)-2-oxo-3-(3,3,3-trifluoro-2-hydroxypropyl)-2,3-dihydro-1H-imidazol-1-yl)acetohydrazide ClC1=CC=C(C=C1)C=1N(C(N(C1)CC(=O)NN)=O)C[C@@H](C(F)(F)F)O